isobutyric acid anion C(C(C)C)(=O)[O-]